methyl-2-oxo-butanoate COC(C(CC)=O)=O